oct-2,5-diene CC=CCC=CCC